2-(1-Fluorocyclopropyl)pyridin-4-ol FC1(CC1)C1=NC=CC(=C1)O